3-(3-methylphenyl)pyrazole CC=1C=C(C=CC1)C1=NNC=C1